2-chloro-4-(propylamino)pyrimidine-5-carbaldehyde ClC1=NC=C(C(=N1)NCCC)C=O